ClC1=CC=NN1C1=NN=C(S1)NC(=O)C=1OC(C(=C(C1)NCCOC)OC)=O N-[5-(5-Chloropyrazol-1-yl)-1,3,4-thiadiazol-2-yl]-5-methoxy-4-[(2-methoxyethyl)amino]-6-oxopyran-2-carboxamide